tert-butyl (3S,4S)-3-amino-4-((3-ethyl-4-fluorobenzyl)oxy)pyrrolidine-1-carboxylate N[C@H]1CN(C[C@@H]1OCC1=CC(=C(C=C1)F)CC)C(=O)OC(C)(C)C